(R)-4-(4-(4-(3H-[1,2,3]triazolo[4,5-b]pyridin-3-yl)-2-fluoro-N-(piperidin-3-yl)benzamido)thieno[3,2-c]pyridin-2-yl)-2,6-difluorobenzoic acid N1=NN(C2=NC=CC=C21)C2=CC(=C(C(=O)N([C@H]1CNCCC1)C1=NC=CC3=C1C=C(S3)C3=CC(=C(C(=O)O)C(=C3)F)F)C=C2)F